FC=1C=C(C=CC1F)C(CN1C([C@@H]2N(CCNC2)CC1)=O)C (9aR)-8-(2-(3,4-Difluorophenyl)propyl)-9-oxooctahydro-2H-pyrazino[1,2-a]pyrazin